O[C@@H]([C@H](C(=O)O)C)CCCCC=C (2r,3r)-3-hydroxy-2-methylnon-8-enoic acid